C(CCC)N1C(N(C(C(C1=O)=C(N)N)=O)C1CCC2(CC(C2)N(C(=O)N)C)CC1)=O 1-((2R,4r,7R)-7-(3-butyl-5-(diaminomethylene)-2,4,6-trioxotetrahydropyrimidin-1(2H)-yl)spiro[3.5]nonan-2-yl)-1-methylurea